2,2-Bis(3,5-dimethyl-4-hydroxyphenyl)propane tert-butyl-(4-aminobutyl)carbamate C(C)(C)(C)N(C(O)=O)CCCCN.CC=1C=C(C=C(C1O)C)C(C)(C)C1=CC(=C(C(=C1)C)O)C